F[P-](F)(F)(F)(F)F.N1(N=NC2=C1C=CC=C2)O[P+](N(C)C)(N(C)C)N(C)C benzotriazol-1-yl-oxy-tris-(dimethylamino)-phosphorus hexafluorophosphate